C(N)(OC(C)CO)=O hydroxy-2-propyl carbamate